1',1'-dioxido-7'-(2-(pyrrolidine-1-yl)ethoxy)spiro[cyclopropane-1,4'-pyrido[2,3-b][1,4,5]oxathiazepin] O=S1(C2=C(OC3(C=N1)CC3)N=C(C=C2)OCCN2CCCC2)=O